(R)-1-(4-(4-(1-(3-(difluoromethyl)-2-fluorophenyl)ethylamino)-2-methylpyrido[2,3-d]pyrimidin-6-yl)piperazin-1-yl)ethan-1-one FC(C=1C(=C(C=CC1)[C@@H](C)NC=1C2=C(N=C(N1)C)N=CC(=C2)N2CCN(CC2)C(C)=O)F)F